(1H-Indol-2-yl)-{9-[methyl-(7H-pyrrolo[2,3-d]pyrimidin-4-yl)-amino]-3-aza-spiro[5.5]undec-3-yl}-methanone N1C(=CC2=CC=CC=C12)C(=O)N1CCC2(CC1)CCC(CC2)N(C=2C1=C(N=CN2)NC=C1)C